CN(CCN(CCN(CCN(C)C)C)C)C hexamethyl-triethylenetetramine